bis-(2-hydroxyethyl)-terephthalate OCCOC(C1=CC=C(C(=O)OCCO)C=C1)=O